4-[2-[(1R,2R)-2-(2,5-difluorophenyl)-2-hydroxy-1-methyl-3-(1H-1,2,4-triazol-1-yl)propyl]-4-thiazolyl]benzonitrile FC1=C(C=C(C=C1)F)[C@]([C@@H](C)C=1SC=C(N1)C1=CC=C(C#N)C=C1)(CN1N=CN=C1)O